CC1=CC=CC(=N1)C1=NC=CC(=N1)NC1=NC(=NC=C1)NC1=CC=C(C=O)C=C1 4-((4-((2-(6-methylpyridin-2-yl)pyrimidin-4-yl)amino)pyrimidin-2-yl)amino)benzaldehyde